2-(5-chloro-6-methyl-1,3-benzothiazol-2-yl)-4-ethyl-3a,4,7,7a-tetrahydroisoindole-1,3-dione ClC=1C(=CC2=C(N=C(S2)N2C(C3CC=CC(C3C2=O)CC)=O)C1)C